CC1=CC=C(C(=O)OC2=C(C(=CC(=C2)Cl)C=NC2=C(C(=CC=C2)Cl)Cl)O)C=C1 5-chloro-3-((2,3-dichlorophenylimino)-methyl)-2-hydroxyphenyl 4-methylbenzoate